C1(=CC=CC=C1)C1=CN2C(O1)=NC=C2 2-phenylimidazo[2,1-b]oxazole